N-(4-fluorophenyl)cyclobutanecarboxamide FC1=CC=C(C=C1)NC(=O)C1CCC1